ClC1=C(C=CC=C1)CC(=O)NC1=CC=NC=C1 4-[2-(2-chlorophenyl)acetamido]pyridin